CON(C(N)=O)C 3-methoxy-3-methylurea